4-amino-1-(2-methylpyridin-3-yl)-7-(trifluoromethyl)pyrido[2,3-d]pyrimidin-2(1H)-one NC=1C2=C(N(C(N1)=O)C=1C(=NC=CC1)C)N=C(C=C2)C(F)(F)F